(5-bromo-7-(pyridin-4-ylmethoxy)benzofuran-3-yl)methanol BrC=1C=C(C2=C(C(=CO2)CO)C1)OCC1=CC=NC=C1